(2R,7aS)-2-fluorotetrahydro-1H-pyrroleMethanol F[C@@]1(NCCC1)CO